bis(4-cyanatophenyl)-m-diisopropyl-benzene O(C#N)C1=CC=C(C=C1)C1=CC(=C(C=C1C(C)C)C(C)C)C1=CC=C(C=C1)OC#N